NCCC(=O)NC=1C=C(C=CC1OC)C1=CC=C(C=C1)C(=O)NC=1SC=CC1C(=O)N (3'-(3-aminopropionamido)-4'-methoxy-[1,1'-biphenyl]-4-carboxamido)thiophene-3-carboxamide